[Br-].N1C=[NH+]C=C1 imidazolium bromide